C([C@H](O)C)=O |o1:1| (R)- or (S)-lactaldehyde